FC(C=1C=C(C=C(C1F)[C@@H](C)NC=1C2=C(N=C(N1)C)C=NC(=C2)N2CC1N(C(C2)C1)C)OC(NC(C)C)=O)F (3-(difluoromethyl)-4-fluoro-5-((1R)-1-((2-methyl-6-(6-methyl-3,6-diazabicyclo[3.1.1]Heptan-3-yl)pyrido[3,4-d]pyrimidin-4-yl)amino)ethyl)phenyl)isopropylcarbamate